ethyl 2-(7-bromo-8-methoxy-5-oxo-2,3,4,5-tetrahydrobenzo[b]oxepin-4-yl)-2-oxoacetate BrC1=CC2=C(OCCC(C2=O)C(C(=O)OCC)=O)C=C1OC